ClC=1C=CC(=C(C1)CC(=O)NC1=CCN(C=C1)C(CO)(C)C)O 4-[[2-(5-Chloro-2-hydroxyphenyl)acetyl]amino]-N-(2-hydroxy-1,1-dimethylethyl)pyridin